4-[[3-(2,3-difluoro-4-methoxyphenyl)imidazo[1,2-a]pyrazin-8-yl]amino]-2-ethyl-N-[3-(prop-2-enylamino)propyl]benzamide FC1=C(C=CC(=C1F)OC)C1=CN=C2N1C=CN=C2NC2=CC(=C(C(=O)NCCCNCC=C)C=C2)CC